C(C)OC(=O)C=1N=CN2C1C=CC(=C2)I.ClC2=CC=C(C=C2)NC(C(C)C2CCC(CC2)C2=C(C=NC=C2)F)=O N-(4-chlorophenyl)-2-(4-(3-fluoropyridin-4-yl)cyclohexyl)propanamide Ethyl-6-iodoimidazo[1,5-a]pyridine-1-carboxylate